2-(5-(cyclopropyl((1S,2S,3R,5R)-2-fluoro-8-azabicyclo[3.2.1]octan-3-yl)amino)pyrazin-2-yl)-4-fluoro-5-(1H-pyrazol-4-yl)phenol C1(CC1)N(C=1N=CC(=NC1)C1=C(C=C(C(=C1)F)C=1C=NNC1)O)[C@H]1[C@H]([C@@H]2CC[C@H](C1)N2)F